C(CCCC)OC(OCN1C(CC(C2=CC=C(C=C12)OCCCCN1CCN(CC1)C1=CC=CC=2SC=CC21)(C)C)=O)=O Carbonic acid 7-[4-(4-benzo[b]thiophen-4-ylpiperazin-1-yl)butoxy]-4,4-dimethyl-2-oxo-3,4-dihydro-2H-quinolin-1-ylmethyl ester pentyl ester